O=C1NC(CCC1N1C(C2=CC=CC(=C2C1)SCCCCC(=O)N1CCN(CC1)C1=NC=C(C(=O)N2CCC(CC2)CCCCNC(\C=C\C=2C=NC=CC2)=O)C=C1)=O)=O (E)-N-(4-(1-(6-(4-(5-((2-(2,6-dioxopiperidin-3-yl)-1-oxoisoindolin-4-yl)thio)pentanoyl)piperazin-1-yl)nicotinoyl)piperidin-4-yl)butyl)-3-(pyridin-3-yl)acrylamide